Fluorophosphonoacetate FOP(=O)(O)CC(=O)[O-]